C(C=C)(=O)N1[C@H](CN(C[C@H]1C)C1=NC(N2C3=C(C(=C(C=C13)C(F)(F)F)C1=C(C=C(C(=C1)Br)F)F)SC[C@H](C2)OC)=O)C (3S)-8-((3S,5R)-4-acryloyl-3,5-dimethylpiperazin-1-yl)-11-(5-bromo-2,4-difluorophenyl)-3-methoxy-10-(trifluoromethyl)-3,4-dihydro-2H,6H-[1,4]thiazepino[2,3,4-ij]quinazolin-6-one